C1(=CC=CC=C1)P(C=CC=CP(C1=CC=CC=C1)C1=CC=CC=C1)C1=CC=CC=C1 1,4-bis(diphenylphosphino)-1,3-butadiene